N-(6-(5-chloro-6-fluoro-7-isobutyryl-1H-indazol-4-yl)imidazo[1,2-a]pyrazin-2-yl)-2-fluorocyclopropane-1-carboxamide ClC=1C(=C2C=NNC2=C(C1F)C(C(C)C)=O)C=1N=CC=2N(C1)C=C(N2)NC(=O)C2C(C2)F